C(C)(C)(C)OC(CN1C(C2=CC(=CC=C2C1)Br)=O)=O 2-(6-bromo-1-oxoisoindolin-2-yl)acetic acid tert-butyl ester